C1=C(C=CC=2C(C3=CC(=CC=C3C(C12)=O)N(CCCS(=O)(=O)[O-])CCCS(=O)(=O)[O-])=O)N(CCCS(=O)(=O)[O-])CCCS(=O)(=O)[O-].[Na+].C1=CC=CC=2C(C3=CC=CC=C3C(C12)=O)=O.[Na+].[Na+].[Na+] anthraquinone sodium 3,3',3'',3'''-((9,10-anthraquinone-2,6-diyl)bis(azanetriyl))tetrakis(propane-1-sulfonate)